7-bromoimidazo[1,5-a]pyridine BrC1=CC=2N(C=C1)C=NC2